3-[3-fluoro-2-(3-methoxy-4-methyl-phenoxy)-4-pyridyl]-1,3-diazaspiro[4.4]nonane-2,4-dione FC=1C(=NC=CC1N1C(NC2(C1=O)CCCC2)=O)OC2=CC(=C(C=C2)C)OC